CN([C@H]1CN(CC1)CC1=C(C=C(C=C1)NC(C1=CC(=C(C=C1)C)C#C)=O)F)C (R)-N-(4-((3-(dimethylamino)pyrrolidin-1-yl)methyl)-3-fluorophenyl)-3-ethynyl-4-methylbenzamide